16,16-Dimethyl-15-oxo-3,6,9,12,14-pentaoxa-13-azaheptadecyl 4-methylbenzenesulfonate CC1=CC=C(C=C1)S(=O)(=O)OCCOCCOCCOCCONOC(C(C)(C)C)=O